BrC=1N(C(=CC1)Br)CC(CCCC)CC 2,5-dibromo-1-(2-ethylhexyl)pyrrole